(1R,2S)-2-(3-{[5-chloro-2-(morpholin-4-yl)pyrimidin-4-yl]amino}-1H-indazol-6-yl)-5'-methoxyspiro[cyclopropan-1,3'-indol]-2'(1'H)-one ClC=1C(=NC(=NC1)N1CCOCC1)NC1=NNC2=CC(=CC=C12)[C@@H]1C[C@@]12C(NC1=CC=C(C=C21)OC)=O